tert-butyl 4-[4-[2-(2,6-dioxo-3-piperidyl)-1,3-dioxo-isoindolin-5-yl]piperazin-1-yl]piperidine-1-carboxylate O=C1NC(CCC1N1C(C2=CC=C(C=C2C1=O)N1CCN(CC1)C1CCN(CC1)C(=O)OC(C)(C)C)=O)=O